5-(5-(3,5-dichloro-4-fluorophenyl)-5-(trifluoromethyl)-4,5-dihydroisoxazol-3-yl)-N-(thietan-3-yl)-5,6-dihydro-4H-thieno[2,3-c]pyrrole-2-carboxamide ClC=1C=C(C=C(C1F)Cl)C1(CC(=NO1)N1CC2=C(C1)C=C(S2)C(=O)NC2CSC2)C(F)(F)F